4-hydroxy-5-((S)-5H-imidazo[5,1-a]isoindol-5-yl)-4,5,6,7-tetrahydropyrazolo[1,5-a]pyridine-3-carbonitrile OC1C=2N(CCC1[C@@H]1N3C(C4=CC=CC=C14)=CN=C3)N=CC2C#N